isooctylsilanetriol chromium (III) oxalate C(C(=O)[O-])(=O)[O-].[Cr+3].C(CCCCC(C)C)[Si](O)(O)O.C(C(=O)[O-])(=O)[O-].C(C(=O)[O-])(=O)[O-].[Cr+3]